CN1C(=NN=C1C(C1COC1)C1=CC(=CC=C1)[N+](=O)[O-])S 4-methyl-5-((3-nitrophenyl)(oxetan-3-yl)methyl)-4H-1,2,4-triazole-3-thiol